6-[7-(1-methyl-1H-pyrazol-4-yl)imidazo[1,2-a]pyridin-3-yl]-N-{[4-(1-methyl-1H-pyrazol-4-yl)phenyl]methyl}pyrimidin-4-amine CN1N=CC(=C1)C1=CC=2N(C=C1)C(=CN2)C2=CC(=NC=N2)NCC2=CC=C(C=C2)C=2C=NN(C2)C